C[Si](C)(C)NCCNCCN trimethylsilyldiethylenetriamine